NC1=C2C(=NC=N1)NN=C2C2=C(C=C(C=C2)OC2=CC=CC=C2)F 4-amino-3-(2-fluoro-4-phenoxyphenyl)-1H-pyrazolo[3,4-d]pyrimidin